tetracyanic acid platinum [Pt].N#CO.N#CO.N#CO.N#CO